C(C1=CC=CC=C1)OC=1C=C(C(=O)N(CC2=CC=C(C=C2)OC)C[C@]2([C@@H](N3C(C[C@H]3S2)=O)C(=O)OC(C2=CC=CC=C2)C2=CC=CC=C2)C)C=CC1OCC1=CC=CC=C1 (2S,3S,5R)-benzhydryl 3-((3,4-bis(benzyloxy)-N-(4-methoxybenzyl) benzamido) methyl)-3-methyl-7-oxo-4-thia-1-azabicyclo[3.2.0]Heptane-2-carboxylate